(2-(4-(4-methoxyphenyl)tetrahydro-2H-pyran-4-yl)thiazol-4-yl)methanol COC1=CC=C(C=C1)C1(CCOCC1)C=1SC=C(N1)CO